Cl.NCCC1=C(C(=O)N[C@H](C)C2=CC=CC3=CC=CC=C23)C=CC=C1 2-(2-aminoethyl)-N-[(1R)-1-(1-naphthyl)ethyl]benzamide hydrochloride salt